3-[4-(3,5-Difluorophenoxy)-2-pyridinyl]-1-ethyl-1-[(2R)-3,3,3-trifluoro-2-hydroxy-propyl]urea FC=1C=C(OC2=CC(=NC=C2)NC(N(C[C@H](C(F)(F)F)O)CC)=O)C=C(C1)F